OC1CCC(C=2C=CC=NC12)C 8-hydroxy-5-methyl-5,6,7,8-tetrahydroquinolin